CN(S(=O)(=O)N)CC1=CC=C(C=C1)Br N-methyl-N-(4-bromophenylmethyl)-sulfonyldiamine